(S)-2-(4-((5-bromothiophene-2-sulfonylamino)methyl)-1H-1,2,3-triazol-1-yl)-N-hydroxy-3-(1H-indol-3-yl)propionamide BrC1=CC=C(S1)S(=O)(=O)NCC=1N=NN(C1)[C@H](C(=O)NO)CC1=CNC2=CC=CC=C12